(R)-N-(2-(isoquinolin-1-yl)propan-2-yl)-2-(pyrrolidin-2-yl)acetamide dihydrochloride Cl.Cl.C1(=NC=CC2=CC=CC=C12)C(C)(C)NC(C[C@@H]1NCCC1)=O